4-methylbenzenesulfonic acid 2-morpholinoethyl ester O1CCN(CC1)CCOS(=O)(=O)C1=CC=C(C=C1)C